bis-(3,5-di-tert-butyl-4-hydroxyphenylpropionyl)hydrazine C(C)(C)(C)C=1C=C(C=C(C1O)C(C)(C)C)CCC(=O)NNC(CCC1=CC(=C(C(=C1)C(C)(C)C)O)C(C)(C)C)=O